2-[[4-[5-isopropoxy-2-(2H-tetrazol-5-yl)phenyl]piperazin-1-yl]methyl]-1-methyl-benzimidazole C(C)(C)OC=1C=CC(=C(C1)N1CCN(CC1)CC1=NC2=C(N1C)C=CC=C2)C=2N=NNN2